6-(4-chloro-3-fluorophenyl)-2-(3-fluorophenyl)-N-{(1R)-2-hydroxy-1-[(3R)-tetrahydrofuran-3-yl]ethyl}-3-oxo-2,3-dihydropyridazine-4-carboxamide ClC1=C(C=C(C=C1)C=1C=C(C(N(N1)C1=CC(=CC=C1)F)=O)C(=O)N[C@@H](CO)[C@@H]1COCC1)F